I[C@H]1[C@@H]2CN([C@H](C1)C2)C(=O)[O-] (1S,4S,5R)-5-iodo-2-azabicyclo[2.2.1]heptane-2-carboxylate